(R or S)-((3-(2-(5-fluoro-thiophen-2-yl)ethyl)-1-(2-(6-methylpyridin-3-yl)propan-2-yl)pyrrolidin-3-yl)methyl)sulfamoyl-propan-2-yl-amine FC1=CC=C(S1)CC[C@@]1(CN(CC1)C(C)(C)C=1C=NC(=CC1)C)CNS(=O)(=O)NC(C)C |o1:8|